4-((4-(1,3,4-thiadiazol-2-yl)bicyclo[2.2.2]oct-1-yl)amino)-6-(3-cyanopyrrolo[1,2-b]pyridazin-7-yl)-N-(2-fluoro-3-hydroxy-3-methylbutyl)nicotinamide S1C(=NN=C1)C12CCC(CC1)(CC2)NC2=CC(=NC=C2C(=O)NCC(C(C)(C)O)F)C2=CC=C1N2N=CC(=C1)C#N